ClC=1C(=NC(=CC1)S(=O)(=O)Cl)C(C(F)(F)F)CC(=O)O.FC(C(=O)N1C[C@@H](CC1)CO)(F)F 2,2,2-trifluoro-1-[(3R)-3-(hydroxymethyl)pyrrolidin-1-yl]ethanone 1-(3-chloro-6-(chlorosulfonyl)pyridin-2-yl)-2,2,2-trifluoroethylacetate